(R)-5-(4-methyl-8-(piperidin-4-ylamino)-3,4-dihydropyrazino[1,2-b]indazole-2(1H)-yl)quinoline-8-carbonitrile C[C@@H]1CN(CC=2N1N=C1C=C(C=CC21)NC2CCNCC2)C2=C1C=CC=NC1=C(C=C2)C#N